ClC=1C=CC(=C(C1)C1=NN=C(N1C)C1=C(C=CC=C1F)F)OC(F)(F)F 3-(5-chloro-2-(trifluoromethoxy)phenyl)-5-(2,6-difluorophenyl)-4-methyl-4H-1,2,4-triazole